N1=CC=C(C2=CN=CC=C12)NC=1C=C(C(=O)NC2=CC=C(C=C2)NC2=CC=NC=C2)C=CC1 3-((1,6-naphthyridin-4-yl)amino)-N-(4-(pyridin-4-ylamino)phenyl)benzamide